ClC1=C(C=C(C(=C1)F)OC)C1=CC=2N(C(N(C(C2S1)=O)C=1C2=C(C=NC1)C(=NN2C)C)=O)CCC#N 3-(6-(2-Chloro-4-fluoro-5-methoxyphenyl)-3-(1,3-dimethyl-1H-pyrazolo[4,3-c]pyridin-7-yl)-2,4-dioxo-3,4-dihydrothieno[3,2-d]pyrimidin-1(2H)-yl)propionitrile